NC=1N=C2C=C(C=NC2=C(C1)C)C(C#N)N1C(C2=CC=CC=C2C1=O)=O 2-(6-amino-8-methyl-1,5-naphthyridin-3-yl)-2-(1,3-dioxoisoindolin-2-yl)acetonitrile